NC1=NC=C(C2=C1C=NN2COCC[Si](C)(C)C)NC(C(N2[C@H](CC[C@@H](C2)C)C2=CC=CC=C2)=O)=O N-[4-amino-1-(2-trimethylsilylethoxymethyl)pyrazolo[4,3-c]pyridin-7-yl]-2-oxo-2-[(2R,5S)-5-methyl-2-phenyl-1-piperidyl]acetamide